COC1=CC=C(CS)C=C1.[Ar] argon 4-methoxybenzyl mercaptan